C(CC)OC(=O)C=1C2=C(SC1)C=CC(=C2)C=2C=NN(C2)C 5-(1-Methyl-1H-pyrazol-4-yl)benzo[b]thiophene-3-carboxylic acid propyl ester